CC=1C=CC=C(C(=O)[O-])C1 5-methyl-benzoate